N6-cyclopropyl-5-fluoro-N4-[1-(1-methylsulfonyl-4-piperidyl)cyclopropyl]-N6-[[4-(trifluoromethyl)phenyl]methyl]pyrimidine-4,6-diamine C1(CC1)N(C1=C(C(=NC=N1)NC1(CC1)C1CCN(CC1)S(=O)(=O)C)F)CC1=CC=C(C=C1)C(F)(F)F